2,4-dimethylbenzenethiol CC1=C(C=CC(=C1)C)S